CC(C)=CCC[C@@H](C)[C@H]1CC[C@H]2[C@@H]3CC=C4C[C@H](CC[C@]4(C)[C@H]3CC[C@]12C)O 5,24-cholestadiene-3β-ol